[3-(4-Fluorophenyl)-5-(6-fluoroquinolin-2-yl)-1H-pyrazol-1-yl]benzenesulfonamide FC1=CC=C(C=C1)C1=NN(C(=C1)C1=NC2=CC=C(C=C2C=C1)F)C1=C(C=CC=C1)S(=O)(=O)N